methyl 2-[(3S)-3-{[(tert-butoxy) carbonyl] amino} pyrrolidin-1-yl]-4-chlorobenzoate C(C)(C)(C)OC(=O)N[C@@H]1CN(CC1)C1=C(C(=O)OC)C=CC(=C1)Cl